methyl (1-(4-fluoro-3-(trifluoromethyl)phenyl)cyclopropyl)carbamate FC1=C(C=C(C=C1)C1(CC1)NC(OC)=O)C(F)(F)F